C(C1=CC=CC=C1)OC1=C(C(=O)NC2=CC(=CC=C2)C(=O)N2CCOCC2)C=C(C=C1)Br 2-(benzyloxy)-5-bromo-N-(3-(morpholine-4-carbonyl)phenyl)benzamide